4-(Hydroxy(phenyl)methyl)-6-methyl-1-p-toluenesulfonyl-1,6-dihydro-7H-pyrrolo[2,3-c]pyridin-7-one OC(C=1C2=C(C(N(C1)C)=O)N(C=C2)S(=O)(=O)C2=CC=C(C)C=C2)C2=CC=CC=C2